N,N-dimethyloctyldecanamide CN(C(C(CCCCCCCC)CCCCCCCC)=O)C